BrC1=CC=CC(=N1)C(=O)NC=1C=C2C(=NC1N1CCCCC1)N=C(S2)N2CCCCC2 6-bromo-N-(2,5-di(piperidin-1-yl)thiazolo[4,5-b]pyridin-6-yl)pyridine-2-carboxamide